1-ethyl-3-methylimidazolium tetrachloroaluminate Cl[Al-](Cl)(Cl)Cl.C(C)N1C=[N+](C=C1)C